N-((2-(trimethylsilyl)ethoxy)methyl)-3-vinylpyrazine-2-carboxamide C[Si](CCOCNC(=O)C1=NC=CN=C1C=C)(C)C